C(C)(C)(C)OC(=O)N1[C@@H](CCC1)C1=NC2=C(N1)C=C(C=C2C(NC2=C(C(=CC=C2)Cl)C)=O)NC(=O)C2=C(C=CC=C2)C(F)(F)F (2S)-2-{4-[(3-chloro-2-methylphenyl)carbamoyl]-6-({[2-(trifluoromethyl)phenyl]carbonyl}amino)-1H-benzimidazol-2-yl}pyrrolidine-1-carboxylic acid tert-butyl ester